(2R)-N-{2-benzyl-2-azaspiro[3.3]heptan-6-yl}-2-methyl-4-(quinoxalin-2-yl)piperazine-1-carboxamide C(C1=CC=CC=C1)N1CC2(C1)CC(C2)NC(=O)N2[C@@H](CN(CC2)C2=NC1=CC=CC=C1N=C2)C